(1R,2R)-N-(6-((S)-1-cyanospiro[2.2]pentan-1-yl)isoquinolin-3-yl)-2-(pyridin-4-yl)cyclopropane-1-carboxamide C(#N)[C@]1(CC12CC2)C=2C=C1C=C(N=CC1=CC2)NC(=O)[C@H]2[C@@H](C2)C2=CC=NC=C2